[(3-Oxoindan-1-yl)amino]ammonium O=C1CC(C2=CC=CC=C12)N[NH3+]